OC1=C(OC2=C(C1=O)C(=CC(=C2)O)O)C2=CC(=C(C=C2)O)OC 3,5,7-trihydroxy-2-(4-hydroxy-3-methoxyphenyl)benzopyran-4-one